3-(6-oxo-1'-((2-oxoindolin-7-yl)methyl)-6,8-dihydro-2H,7H-spiro[furo[2,3-e]isoindole-3,4'-piperidin]-7-yl)piperidine-2,6-dione O=C1N(CC2=C3C(=CC=C12)C1(CCN(CC1)CC=1C=CC=C2CC(NC12)=O)CO3)C3C(NC(CC3)=O)=O